3-cyclopropyl-4-(3-methyl-4-(methylsulfonyl)phenyl)-1H-pyrazolo[3,4-d]Pyridazine C1(CC1)C1=NNC2=CN=NC(=C21)C2=CC(=C(C=C2)S(=O)(=O)C)C